CN(C=1C=C2C(N(C(N(C2=CC1)C)=O)C=1C=CC(=C2C=CC=NC12)C[C@@H](C(=O)OC)NC(C1=CC=CC=C1)(C1=CC=CC=C1)C1=CC=CC=C1)=O)C methyl (S)-3-(8-(6-(dimethylamino)-1-methyl-2,4-dioxo-1,4-dihydro quinazolin-3(2H)-yl)quinolin-5-yl)-2-(tritylamino)propanoate